C(=O)(O)C1=C(N=CN1)C(=O)O dicarboxyl-imidazole